α-linolenate C(CCCCCCC\C=C/C\C=C/C\C=C/CC)(=O)[O-]